CC=1N=C(SC1C)NC(C1=CC=CC=C1)=O N-(4,5-dimethylthiazol-2-yl)benzamide